(5S*,8R*)-8-(2-chloroacetamido)-N-(2,4-dichlorobenzyl)-5-fluoro-8-(hydroxymethyl)-5,6,7,8-tetrahydroquinoline-5-carboxamide ClCC(=O)N[C@@]1(CC[C@](C=2C=CC=NC12)(C(=O)NCC1=C(C=C(C=C1)Cl)Cl)F)CO |o1:5,8|